5-(2-bromophenyl)-2,4-dimethyl-oxazole BrC1=C(C=CC=C1)C1=C(N=C(O1)C)C